ClC=1C(=NC(=C(C1)F)N1C(N(C(=CC1=O)C(F)(F)F)C)=O)C1=NOC(C1)(C(=O)OCC)C ethyl 3-[3-chloro-5-fluoro-6-[3-methyl-2,6-dioxo-4-(trifluoromethyl)pyrimidin-1-yl]-2-pyridyl]-5-methyl-4H-isoxazole-5-carboxylate